C(CCCCCCCCCCCCCCCCC)(=O)OC(CN)=O glycyl stearate